1-Methylazetidin-3-yl(8-amino-7-fluoro-6-(8-methyl-2,3-dihydro-1H-pyrido[2,3-b][1,4]oxazin-7-yl)isoquinolin-3-yl)carbamate CN1CC(C1)N(C([O-])=O)C=1N=CC2=C(C(=C(C=C2C1)C1=C(C2=C(OCCN2)N=C1)C)F)N